COC12CCC(CC1)(CC2)NC(OCC2=CC=CC=C2)=O benzyl (4-methoxybicyclo[2.2.2]octan-1-yl)carbamate